C(C)(C)(C)OC(N([C@@H](CCO)C1=NC=CC=C1)O)=O N-hydroxy-N-[(1S)-3-hydroxy-1-(2-pyridinyl)propyl]carbamic acid tert-butyl ester